NC1=C(SC2=NC(=CN=C21)C)C(=O)NC2CC=1C=CC(=NC1CC2)N2CC(C(C2)NC)CF 7-amino-N-{2-[3-(fluoromethyl)-4-(methylamino)pyrrolidin-1-yl]-5,6,7,8-tetrahydroquinolin-6-yl}-3-methylthieno[2,3-b]pyrazine-6-carboxamide